BrC1=NC(=CC=C1)C1=NN=CN1C1=C(C=CC=C1C)C 2-bromo-6-(4-(2,6-dimethylphenyl)-4H-1,2,4-triazol-3-yl)pyridine